N1=C(N=CC(=C1)[C@@H]1[C@@H](C1)C=1C=C(C2=C(N(C=N2)CCCOC)C1)F)C1=NC=CC=N1 cis-6-(2-([2,2'-bipyrimidin]-5-yl)cyclopropyl)-4-fluoro-1-(3-methoxypropyl)-1H-benzo[d]imidazole